6-((2-((3R,4R)-3-amino-4-fluoropiperidin-1-yl)-4-chloro-6-fluoro-1H-benzo[d]imidazol-1-yl)methyl)nicotinonitrile 2,2,2-trifluoroacetate FC(C(=O)O)(F)F.N[C@@H]1CN(CC[C@H]1F)C1=NC2=C(N1CC1=NC=C(C#N)C=C1)C=C(C=C2Cl)F